2'-chloro-N-(5-(3-(difluoromethyl)-6-methoxypyrazine-2-carbonyl)-5,6-dihydro-4H-pyrrolo[3,4-d]thiazol-2-yl)-5'-methoxy-6-methyl-[4,4'-bipyridine]-3-carboxamide ClC1=NC=C(C(=C1)C1=C(C=NC(=C1)C)C(=O)NC=1SC2=C(N1)CN(C2)C(=O)C2=NC(=CN=C2C(F)F)OC)OC